O[C@]1(CCN(CCC1)C1=C(C=C(C=C1)C(F)(F)F)NC(=O)C=1OC(=CC1)C1=CC=NC=C1)C (R)-N-(2-(4-hydroxy-4-methylazepan-1-yl)-5-(trifluoromethyl)phenyl)-5-(pyridin-4-yl)furan-2-carboxamide